Cl.Cl.ClC=1C(=NC2=CC=C(C=C2C1)N1CC2CCC(C1)N2)N2CCNCC2 3-chloro-6-(3,8-diazabicyclo[3.2.1]oct-3-yl)-2-piperazin-1-yl-quinoline dihydrochloride